C(C)OC(=O)C=1N=C(OC1C1=CC=C(C=C1)[N+](=O)[O-])C1=CC=C(C=C1)C(C)(C)C 2-(4-(tert-butyl)phenyl)-5-(4-nitrophenyl)Oxazole-4-carboxylic acid ethyl ester